(2S)-(R)-2-(((2S,5R)-2-carbamoyl-3-methyl-7-oxo-1,6-diazabicyclo[3.2.1]Oct-3-en-6-yl)Oxy)-2-fluoroacetic acid sec-butyl ester [C@@H](C)(CC)OC([C@H](F)ON1[C@@H]2C=C([C@H](N(C1=O)C2)C(N)=O)C)=O